potassium hydroxycaproate OC(C(=O)[O-])CCCC.[K+]